Benzyl N-[(1S,2S)-2-aminocyclobutyl]-N-ethyl-carbamate N[C@@H]1[C@H](CC1)N(C(OCC1=CC=CC=C1)=O)CC